FC1=CC(=C(C=C1)CN1N=NC=2CN(CCC21)C(=O)OC(C)(C)C)CO Tert-Butyl 1-[[4-fluoro-2-(hydroxymethyl)phenyl]methyl]-1H,4H,5H,6H,7H-[1,2,3]triazolo[4,5-c]pyridine-5-carboxylate